4-(4-((4-(ethylamino)-5-(trifluoromethyl)-7H-pyrrolo[2,3-d]pyrimidin-2-yl)amino)-3-methoxyphenyl)-1-(oxetan-3-yl)-1,4-azaphosphinane 4-oxide C(C)NC=1C2=C(N=C(N1)NC1=C(C=C(C=C1)P1(CCN(CC1)C1COC1)=O)OC)NC=C2C(F)(F)F